5-amino-2-(2-((7-amino-2-(furan-2-yl)-[1,2,4]triazolo[1,5-a][1,3,5]triazin-5-yl)amino)ethyl)phenol NC=1C=CC(=C(C1)O)CCNC1=NC=2N(C(=N1)N)N=C(N2)C=2OC=CC2